C1(CC1)C=1C=CC(=C(C1)N(S(=O)(=O)C1CC1)C)[N+](=O)[O-] N-(5-cyclopropyl-2-nitrophenyl)-N-methylcyclopropanesulfonamide